tert-butyl (4R,7S,8S)-13-chloro-14-fluoro-17-methylsulfanyl-10-oxa-2,12,16,18,20-pentazapentacyclo[9.7.1.14,7.02,8.015,19]icosa-1(18),11(19),12,14,16-pentaene-20-carboxylate ClC1=NC=2OC[C@@H]3[C@@H]4CC[C@H](CN3C3=NC(=NC(=C1F)C32)SC)N4C(=O)OC(C)(C)C